2,4-dimethylxanthenone CC1=CC=2C(C3=CC=CC=C3OC2C(=C1)C)=O